CCC(CC(CCC)CC)OCC(C)OP(OC(C)COC(CC(CCC)CC)CC)(O)=O bis(1,3-di-2-ethylhexyloxypropan-2-yl)phosphoric acid